tert-Butyl 4-[4-[3-cyano-4-[1-[2-(2-methoxyethylamino)-5-(trifluoromethyl)-3-pyridyl]ethoxy]pyrazolo[1,5-a]pyridin-6-yl]-5-methyl-triazol-1-yl]piperidine-1-carboxylate C(#N)C=1C=NN2C1C(=CC(=C2)C=2N=NN(C2C)C2CCN(CC2)C(=O)OC(C)(C)C)OC(C)C=2C(=NC=C(C2)C(F)(F)F)NCCOC